BrC=1C=C(C=CC1)N1C=NC2=C1C=CC=C2 1-(3-bromo-phenyl)-1H-benzo[d]imidazole